C(C)(C)(C)OC(=O)N(C1=NC=CC(=C1)C[C@@H]1[C@H](N(C1=O)[Si](C)(C)C(C)(C)C)C(=O)OCC1=CC=CC=C1)CC1=CC=C(C=C1)OC benzyl (2S,3R)-3-({2-[(tert-butoxycarbonyl)(4-methoxybenzyl)amino]pyridin-4-yl}methyl)-1-[tert-butyl(dimethyl)silyl]-4-oxoazetidine-2-carboxylate